4-(((5'-chloro-2'-(((1R,4R)-4-(((R)-1-methoxypropan-2-yl)amino)cyclohexyl)amino)-[2,4'-bipyridin]-6-yl)amino)methyl)tetrahydro-2H-pyran-4-carbonitrile C[C@H](COC)NC1CCC(CC1)NC2=NC=C(C(=C2)C3=NC(=CC=C3)NCC4(CCOCC4)C#N)Cl